COC=1C=C(C=CC1)C1=CC=C(C=C1)COC1=C(N=NN1)C(=O)O 5-((3'-methoxy-[1,1'-biphenyl]-4-yl)methoxy)-1H-1,2,3-triazole-4-carboxylic acid